pentacosanyl alcohol C(CCCCCCCCCCCCCCCCCCCCCCCC)O